F[C@H]1C[C@@H](O[C@@H]1CO)N1C(NC(C(=C1)C)=O)=O 1-[(2R,4S,5R)-4-fluoro-5-(hydroxymethyl)oxolan-2-yl]-5-methylpyrimidine-2,4-dione